COC(=O)C1=CC2=C(NC(N2[C@@H]2CN(CC2)C(=O)OC(C)(C)C)=O)C=C1.FC1=CC=C(C(=O)N[C@H](CC2=CC(=CC=C2)OC)CCCC)C=C1 4-fluoro-N-[(2S)-1-(3-methoxyphenyl)hexan-2-yl]benzamide Methyl-(S)-3-(1-(tert-butoxycarbonyl)pyrrolidin-3-yl)-2-oxo-2,3-dihydro-1H-benzo[d]imidazole-5-carboxylate